CC1=CC2=C(C=N1)CCC2O 3-methyl-5H,6H,7H-cyclopenta[c]Pyridin-5-ol